(R)-N-(3-(3'-chloro-6-methoxy-5-((((5-oxopyrrolidin-2-yl)methyl)amino)methyl)-[2,4'-bipyridin]-2'-yl)-2-fluorophenyl)-5-(((2-hydroxyethyl)amino)methyl)picolinamide ClC=1C(=NC=CC1C1=NC(=C(C=C1)CNC[C@@H]1NC(CC1)=O)OC)C=1C(=C(C=CC1)NC(C1=NC=C(C=C1)CNCCO)=O)F